BrC1=C(C=C(C=C1)F)NC(C(C)C)=O N-(2-Bromo-5-fluorophenyl)-2-methylpropanamide